C1(C(CC2C3C(CC(C12)C3)O)O)O octahydro-4,7-methano-1H-indene-1,2,5-triol